2-(4-{[(4-chlorophenyl)amino]meth-yl}phenyl)-N-[1-(oxan-4-yl)piperidin-4-yl]-1-(2,2,2-trifluoroethyl)-1H-indol-4-amine ClC1=CC=C(C=C1)NCC1=CC=C(C=C1)C=1N(C=2C=CC=C(C2C1)NC1CCN(CC1)C1CCOCC1)CC(F)(F)F